FC1=C(C(=O)N[C@@H](CNC(=O)[C@@H]2OC(OCC2(C)C)(C)C)C)C=C(C(=C1)F)F (R)-2,2,5,5-Tetramethyl-[1,3]dioxane-4-carboxylic acid [(R)-2-(2,4,5-trifluoro-benzoylamino)-propyl]-amide